ClC=1C=C(OCCC(=O)NC23CC(C2)(C3)NC(COC3=CC(=C(C=C3)Cl)Cl)=O)C=CC1 3-(3-chlorophenoxy)-N-{3-[2-(3,4-dichlorophenoxy)acetamido]bicyclo-[1.1.1]pentan-1-yl}propanamide